ClC1=CC=C(C[C@@H]2N(C[C@@H](OC2)COC(N(C)C)=O)C2CCN(CC2)C(=O)OC(C)(C)C)C=C1 tert-butyl 4-((2R,5S)-5-(4-chlorobenzyl)-2-(((dimethylcarbamoyl)oxy)methyl)-morpholino)piperidine-1-carboxylate